N1C(=NC2=C1C=CC=C2)CN(CCC=2SC=C(N2)C(=O)O)C(=O)OC(C)(C)C 2-{2-[(1H-1,3-benzodiazol-2-ylmethyl)[(tert-butoxy)carbonyl]amino]ethyl}-1,3-thiazole-4-carboxylic acid